Cl.FC=1C=CC(=C(C(=O)N(C(C)C)C(C)C)C1)OC1=C(N=CN=N1)N1CC2(CN(C2)C(C(C)C)CC(CNC)O)CC1 5-Fluoro-2-((5-(2-(5-hydroxy-2-methyl-6-(methylamino)hex-3-yl)-2,6-diazaspiro[3.4]oct-6-yl)-1,2,4-triazin-6-yl)oxy)-N,N-diisopropylbenzamide hydrochloride